tert-butyl N-(cyclopropylmethyl)-N-[4-[4-[[3-(difluoromethyl)-1-[4-(methylaminomethyl)cyclohexyl]pyrazol-4-yl]carbamoyl]oxazol-2-yl]-2-pyridyl]carbamate C1(CC1)CN(C(OC(C)(C)C)=O)C1=NC=CC(=C1)C=1OC=C(N1)C(NC=1C(=NN(C1)C1CCC(CC1)CNC)C(F)F)=O